dimethylphenylammonium tetrakis(pentafluorophenyl)borate FC1=C(C(=C(C(=C1[B-](C1=C(C(=C(C(=C1F)F)F)F)F)(C1=C(C(=C(C(=C1F)F)F)F)F)C1=C(C(=C(C(=C1F)F)F)F)F)F)F)F)F.C[NH+](C1=CC=CC=C1)C